2-ethyl-3-cresol C(C)C1=C(C=CC=C1O)C